C(C)C1=CC=C(OC(CO)C=C)C=C1 2-(4-ethylphenoxy)but-3-en-1-ol